2-((3-((1R,2R)-2-hydroxy-2-methylcyclobutoxy)-1-(methyl-d3)-1H-pyrazol-4-yl)amino)-7-((S)-1-methoxypropane-2-yl)-7H-pyrrolo[2,3-d]pyrimidine-6-carbonitrile O[C@]1([C@@H](CC1)OC1=NN(C=C1NC=1N=CC2=C(N1)N(C(=C2)C#N)[C@H](COC)C)C([2H])([2H])[2H])C